CC(C)(C1=CC=CC=C1)OC(=O)C1=CC=CC2=CC=CC=C12 naphthalene-1-carboxylic acid-1-methyl-1-phenyl-ethyl ester